[6-(3-cyclopropyl-1,2,4-triazol-1-yl)-2-azaspiro[3.3]heptan-2-yl]-[7-[(4-methylsulfonylphenyl)methyl]-2,7-diazaspiro[3.5]nonan-2-yl]methanone C1(CC1)C1=NN(C=N1)C1CC2(CN(C2)C(=O)N2CC3(C2)CCN(CC3)CC3=CC=C(C=C3)S(=O)(=O)C)C1